C1(CC1)C=1C=C(C=2N(C1)C=C(N2)CCC2=CN=NC(=C2)O)N2C(N(C(C2)=O)C)=O 1-(6-cyclopropyl-2-(2-(6-hydroxypyridazin-4-yl)ethyl)imidazo[1,2-a]pyridin-8-yl)-3-methylimidazolidine-2,4-dione